ClC=1C=C(NC2(CCC3(C(CC4=CC=CC=C34)C[C@H](COC3=CC=NC=4[C@H](CC[C@H](C34)C)C)C)CC2)C(=O)O)C=CC1 4-(3-Chloroanilino)-2'-[(2R)-3-{[(5R,8S)-5,8-dimethyl-5,6,7,8-tetrahydroquinolin-4-yl]oxy}-2-methylpropyl]-2',3'-dihydrospiro[cyclohexane-1,1'-indene]-4-carboxylic acid